5-(4-amino-2,6-dichlorophenoxy)-1-cyclopentylpyridin-2(1H)-one NC1=CC(=C(OC=2C=CC(N(C2)C2CCCC2)=O)C(=C1)Cl)Cl